4-(1-(1-Hydroxyisoquinolin-4-yl)ethylamino)butyronitrile OC1=NC=C(C2=CC=CC=C12)C(C)NCCCC#N